1-(3-(4-Methoxyphenyl)-1,2,4-oxadiazol-5-yl)-N-((1-(Thiazol-5-ylmethyl)pyrrolidin-3-yl)methyl)piperidin-4-carboxamid COC1=CC=C(C=C1)C1=NOC(=N1)N1CCC(CC1)C(=O)NCC1CN(CC1)CC1=CN=CS1